6-methoxypyridine-3-sulfonyl chloride COC1=CC=C(C=N1)S(=O)(=O)Cl